benzyl 1-(1H-imidazol-2-yl)-β-carboline-3-carboxylate N1C(=NC=C1)C1=NC(=CC=2C3=CC=CC=C3NC12)C(=O)OCC1=CC=CC=C1